FC=1C=C2C=C3C(=NC2=C(C1)C(C)=O)N1[C@H](CO3)COCC1 (S)-1-(9-fluoro-1,2,4a,5-tetrahydro-4H-[1,4]oxazino[4',3':4,5][1,4]oxazino[3,2-b]quinolin-11-yl)ethan-1-one